FC1=C(C(=CC(=C1)C#CC1=CC=CC=C1)F)N1C(N([C@]2(CC1=O)CCCCC=1N(N=CC12)C)C)=O (4S)-3'-[2,6-Difluoro-4-(2-phenylethynyl)phenyl]-1,1'-dimethyl-spiro[5,6,7,8-tetrahydrocyclohepta[c]pyrazole-4,6'-hexahydropyrimidine]-2',4'-dione